8-bromo-quinazolin-4(3H)-one BrC=1C=CC=C2C(NC=NC12)=O